10-oxo-9,11-dioxa-3,6-diazatricosan-23-oate O=C(OCCNCCNCC)OCCCCCCCCCCCC(=O)[O-]